2-((4-chlorodibenzo[b,d]furan-2-yl)oxy)-9-(pyridin-2-yl)-9H-carbazole ClC1=CC(=CC2=C1OC1=C2C=CC=C1)OC1=CC=2N(C3=CC=CC=C3C2C=C1)C1=NC=CC=C1